[Si](C)(C)(C(C)(C)C)O[C@H](C)C1=NN=C(S1)CC1CC(C1)NC(OC(C)(C)C)=O tert-Butyl N-[3-([5-[(1R)-1-[(tert-Butyldimethylsilyl)oxy]ethyl]-1,3,4-thiadiazol-2-yl]methyl)cyclobutyl]carbamate